C(C(C)C)(=O)O[C@H]1[C@@H](O[C@@H](C1)N1C(NC(C(=C1)C)=O)=O)CO (2S,3R,5S)-2-(hydroxymethyl)-5-(5-methyl-2,4-dioxo-3,4-dihydropyrimidin-1(2H)-yl)tetrahydrofuran-3-yl isobutyrate